N-(2-methyl-4-(methylsulfonyl)butan-2-yl)pyridazine-3-carboxamide CC(C)(CCS(=O)(=O)C)NC(=O)C=1N=NC=CC1